5-fluoro-2-(3-(trans-4-((S)-3-(hydroxymethyl)pyrrolidin-1-yl)cyclohexyl)-1H-pyrrolo[2,3-c]pyridin-1-yl)-N-isopropyl-N-methylbenzamide FC=1C=CC(=C(C(=O)N(C)C(C)C)C1)N1C=C(C=2C1=CN=CC2)[C@@H]2CC[C@H](CC2)N2C[C@H](CC2)CO